N1-(2,6-difluorophenyl)-N2-((S)-1-oxo-1-(((S)-2-oxo-1-(2,3,5,6-tetrafluorophenoxy)-5-(thiophen-3-ylmethoxy)pentan-3-yl)amino)propan-2-yl)oxalamide FC1=C(C(=CC=C1)F)NC(C(=O)N[C@H](C(N[C@H](C(COC1=C(C(=CC(=C1F)F)F)F)=O)CCOCC1=CSC=C1)=O)C)=O